[N+](=O)([O-])C=1C=C(C=CC1)C1=NN=C(O1)C(=O)N 5-(3-nitrophenyl)-1,3,4-oxadiazole-2-carboxamide